2-bromo-4-methoxy-1,3-phenylenedimethanol BrC1=C(C=CC(=C1CO)OC)CO